CC(CCCN)C(CCCN)C 4,5-dimethyl-1,8-diamino-octane